5-cyclopropoxy-2-(4-(3-((4-fluorophenyl)carbamoyl)oxetan-3-yl)phenyl)Nicotinic acid methyl ester COC(C1=C(N=CC(=C1)OC1CC1)C1=CC=C(C=C1)C1(COC1)C(NC1=CC=C(C=C1)F)=O)=O